C1(CCCCC1)C1=NC2=CC(=C(C=C2C(=C1)Cl)OC)OC 2-cyclohexyl-4-chloro-6,7-dimethoxyquinoline